Ethyl 3-cyclopropyl-1-((3,3-difluoro-1-methylcyclopentyl)methyl)-4-iodo-1H-pyrazole-5-carboxylate C1(CC1)C1=NN(C(=C1I)C(=O)OCC)CC1(CC(CC1)(F)F)C